(S)-3-(hydroxymethyl)-5-nitro-3,4-dihydro-2H-benzo[b][1,4]oxazine-7-sulfonamide OC[C@@H]1NC2=C(OC1)C=C(C=C2[N+](=O)[O-])S(=O)(=O)N